6-bromoimidazo[1,2-a]pyridin BrC=1C=CC=2N(C1)C=CN2